[NH4+].[Co](Cl)Cl cobalt chloride, ammonium salt